(R)-benzyl 2-((((9H-fluoren-9-yl)methoxy)carbonyl)amino)-3-(tert-butoxy)propanoate C1=CC=CC=2C3=CC=CC=C3C(C12)COC(=O)N[C@@H](C(=O)OCC1=CC=CC=C1)COC(C)(C)C